C(C)(C)(C)OC(=O)N1[C@@H]2CN([C@H](C1)C2)C2=NC(=NC1=C(C(=C(C=C21)I)Br)F)OC2CCOCC2 (1S,4S)-5-{7-bromo-8-fluoro-6-iodo-2-[(oxacyclohex-4-yl)oxy]quinazolin-4-yl}-2,5-diazabicyclo[2.2.1]heptane-2-carboxylic acid tert-butyl ester